C1(=CC=CC=C1)CC(CC)N[C@@H](CC(=O)O)C(N)=O N-(1-phenylbutan-2-yl)-alpha-asparagine